CN(CCCON1C(N(C2=C1C=CC=C2)C2CCC(CC2)C(=O)NC2=CC(=C(C=C2)C)OC)=O)C 4-[3-(dimethylamino)propoxyl-2-oxo-2,3-dihydro-1H-1,3-benzodiazol-1-yl]-N-(3-methoxy-4-methylphenyl)cyclohexane-1-carboxamide